BrC1=C(C=CC=C1)C1=CC(=CC=C1)N1C(C2=CC=CC(=C2C1)C(F)(F)F)=O 2-(2'-Bromo-[1,1'-biphenyl]-3-yl)-4-(trifluoromethyl)isoindolin-1-one